4-(hydrazinomethyl)piperidine-1-carboxylic acid benzyl ester C(C1=CC=CC=C1)OC(=O)N1CCC(CC1)CNN